N1(CCC1)C(=O)ON(C=1C=C2C(N(C(C2=CC1)=O)C1C(NC(CC1)=O)=O)=O)C(C)(C)C tert-butyl-((2-(2,6-dioxopiperidin-3-yl)-1,3-dioxoisoindolin-5-yl) amino) azetidine-1-carboxylate